2-(6-hydroxy-2,7-dimethyl-indazol-5-yl)-6-[(1S,3R)-3-(methylamino)cyclopentyl]pyrido[4,3-d]pyrimidin-5-one OC=1C(=CC2=CN(N=C2C1C)C)C=1N=CC2=C(N1)C=CN(C2=O)[C@@H]2C[C@@H](CC2)NC